(S)-2-((((9H-fluoren-9-yl)methoxy)carbonyl)amino)-5,5-difluorohexanoic acid C1=CC=CC=2C3=CC=CC=C3C(C12)COC(=O)N[C@H](C(=O)O)CCC(C)(F)F